C(C)N(C(C=C)=O)CC=1N=C(C2=C(N1)SC=N2)C2=CC=C(C=C2)OC(F)(F)F N-Ethyl-N-((7-(4-(trifluoromethoxy)phenyl)thiazolo[5,4-d]pyrimidin-5-yl)methyl)acrylamide